10-bromo-9-fluoro-7-carbonyl-2,3-dihydro-7H-[1,4]thiazino[2,3,4-ij]quinoline-5-carboxylic acid methyl ester COC(=O)C=1N2C3=C(C(=C(C=C3C(C1)=C=O)F)Br)SCC2